11,11-dipropyloxy-3,5-undecadiene C(CC)OC(CCCCC=CC=CCC)OCCC